(3R,5R,8R,9R,10S,13S,14S)-3-hydroxy-3,13-dimethyl-1,2,3,4,5,6,7,8,9,10,11,12,13,14-tetradecahydro-17H-cyclopenta[a]phenanthren-17-one O[C@@]1(CC[C@@H]2[C@H]3CC[C@@]4(C(C=C[C@H]4[C@@H]3CC[C@@H]2C1)=O)C)C